(3-hydroxyphenyl)trimethylammonium chloride [Cl-].OC=1C=C(C=CC1)[N+](C)(C)C